3-methyl-4-((5-(4-(trifluoromethyl)phenyl)-1H-pyrazol-3-yl)amino)phenyl carbamat C(N)(OC1=CC(=C(C=C1)NC1=NNC(=C1)C1=CC=C(C=C1)C(F)(F)F)C)=O